[N+](=O)([O-])C=1C(=NC=CC1)C1(CC1)C(=O)OCC ethyl 1-(3-nitropyridin-2-yl)cyclopropane-1-Carboxylate